6-(5-chloro-7-(1,1-difluoroprop-1-en-2-yl)-6-fluoro-1H-indazol-4-yl)imidazo[1,2-a]pyrazin ClC=1C(=C2C=NNC2=C(C1F)C(=C(F)F)C)C=1N=CC=2N(C1)C=CN2